ClC1=CC2=C(OCC(N2)=C=O)C(=C1C1=NC2=C(N1C[C@H]1CN(CCO1)C(=O)OC(C)(C)C)C=CC(=C2)C)F tert-butyl (S)-2-((2-(6-chloro-8-fluoro-3-carbonyl-3,4-dihydro-2H-benzo[b][1,4]oxazin-7-yl)-5-methyl-1H-benzo[d]imidazol-1-yl)methyl)morpholine-4-carboxylate